N1=CC(=CC=C1)CNC(NCC1CC2CN(CC2CC1)C(=O)OC(C)(C)C)=O tert-Butyl 5-((3-(pyridin-3-ylmethyl)ureido)methyl)hexahydro-1H-isoindol-2(3H)-carboxylat